CCN1C[C@@]2([C@@H](C[C@@H]([C@@]34[C@@H]2[C@H]([C@@H](C31)[C@]5(C[C@@H]([C@]6(C[C@@H]4[C@@H]5[C@H]6OC(=O)C7=CC=C(C=C7)OC)O)OC)OC(=O)C)OC)OC)O)COC The molecule is a diterpene alkaloid with formula C35H49NO11 that is isolated from several Aconitum species. It has a role as a plant metabolite, a phytotoxin, an antifeedant, a human urinary metabolite and a xenobiotic. It is an acetate ester, an aromatic ether, a benzoate ester, a bridged compound, a diterpene alkaloid, an organic heteropolycyclic compound, a polyether, a tertiary amino compound, a secondary alcohol and a tertiary alcohol. It derives from a hydride of an aconitane.